5-(1-Benzofuran-5-sulfonyl)-N-[(2-methoxyphenyl)methyl]-1H,2H,3H,4H,5H,6H-pyrrolo[3,4-c]pyrrole-2-carboxamide O1C=CC2=C1C=CC(=C2)S(=O)(=O)N2CC1=C(C2)CN(C1)C(=O)NCC1=C(C=CC=C1)OC